N[C@@H]1CN(CC1)C1=C(C=NC=C1C1=NC2=C(N1)C(=CC=C2F)F)C=2C=CC(=C(C#N)C2)C 5-{4-[(3S)-3-Aminopyrrolidin-1-yl]-5-(4,7-difluoro-1H-1,3-benzodiazol-2-yl)pyridin-3-yl}-2-methylbenzonitril